C(C)N[C@@]1(C([C@@](CCC1)(C)O)=O)C1=CC=C(C=C1)C(F)(F)F (2R,6S)-2-ethylamino-6-hydroxy-6-methyl-2-(4-(trifluoromethyl)phenyl)cyclohexan-1-one